The molecule is a 3-hydroxy steroid that is (22E,24R)-24-methyl-19-norcholesta-1,3,5(10),22-tetraene substituted by a hydroxy group at position 3. It is isolated from Hainan soft coral Dendronephthya studeri. It has a role as a coral metabolite. C[C@H](/C=C/[C@H](C)C(C)C)[C@H]1CC[C@@H]2[C@@]1(CC[C@H]3[C@H]2CCC4=C3C=CC(=C4)O)C